C(OC(C)(C)C)(OC1CNC=2N(C1)N=C(C2)C2=C(C=NN2C(C)C)Cl)=O tert-butyl (2-(4-chloro-1-isopropyl-1H-pyrazol-5-yl)-4,5,6,7-tetrahydropyrazolo[1,5-a]pyrimidin-6-yl) carbonate